C(C1=CC=CC=C1)OC1=C(C=C(C=C1)[C@@H](C)N)OC (1R)-1-(4-benzyloxy-3-methoxy-phenyl)ethanamine